C(C)OP([O-])(=O)CC1=CC(=C(C(=C1)C(C)(C)C)O)C(C)(C)C monoethyl(3,5-di-t-butyl-4-hydroxybenzyl)phosphonat